Cl.N[C@@H](CC(=O)OC)C=1C=C(C=CC1)C1=C(C=CC=C1C)OCCC=C Methyl (S)-3-amino-3-(2'-(but-3-en-1-yloxy)-6'-methyl-[1,1'-biphenyl]-3-yl)propanoate hydrochloride